1-[[4-[3-(2,6-dichlorophenyl)azetidin-1-yl]phenyl]methyl]-3-methyl-azetidin-3-ol ClC1=C(C(=CC=C1)Cl)C1CN(C1)C1=CC=C(C=C1)CN1CC(C1)(O)C